ClC1=CC=C(S1)CNC1=CC(=NN1C(C(C)(C)C)=O)C1CCN(CC1)CC=1N=CNC1 1-(5-[(5-chlorothiophen-2-yl)methyl]amino-3-[1-(1H-imidazol-4-ylmethyl)piperidin-4-yl]-1H-pyrazol-1-yl)-2,2-dimethylpropan-1-one